The molecule is a dodecanoate ester obtained by formal condensation of the carboxy group of dodecanoic acid with the hydroxy group of 7-{4-[4-(2,3-dichlorophenyl)piperazin-1-yl]butoxy}-2-oxo-3,4-dihydroquinolin-1(2H)-yl]methanol. A prodrug for aripiprazole, it is used for treatment of schizophrenia. It has a role as a H1-receptor antagonist, a second generation antipsychotic, a serotonergic agonist and a prodrug. It is a dodecanoate ester, a quinolone, a dichlorobenzene, a N-arylpiperazine, a N-alkylpiperazine, an aromatic ether and a delta-lactam. CCCCCCCCCCCC(=O)OCN1C(=O)CCC2=C1C=C(C=C2)OCCCCN3CCN(CC3)C4=C(C(=CC=C4)Cl)Cl